methyl-(2R,4R)-4-((6-((1-(tert-butoxycarbonyl)-5-methyl-1H-pyrazol-3-yl) amino)-3-fluoropyridin-2-yl) methyl)-1-(1-(3-chloro-2-fluorophenyl) ethyl)-2-methylpiperidine-4-carboxylate COC(=O)[C@]1(C[C@H](N(CC1)C(C)C1=C(C(=CC=C1)Cl)F)C)CC1=NC(=CC=C1F)NC1=NN(C(=C1)C)C(=O)OC(C)(C)C